O1-tert-butyl O2-methyl (2S,4S)-4-[(5-bromo-3-pyridyl)oxy]pyrrolidine-1,2-dicarboxylate BrC=1C=C(C=NC1)O[C@H]1C[C@H](N(C1)C(=O)OC(C)(C)C)C(=O)OC